NC1=NC(=C(C=C1C1=CC=C2C=NC(=NC2=C1)C)Br)F 7-(2-amino-5-bromo-6-fluoropyridin-3-yl)-2-methylquinazolin